1-(2-(1H-Tetrazol-5-yl)-4-(trifluoromethyl)phenyl)pentan-1-ol sodium salt [Na].N1N=NN=C1C1=C(C=CC(=C1)C(F)(F)F)C(CCCC)O